C1(CC1)NC(C([C@H](C[C@H]1C(NCC1)=O)NC([C@H](CCC(F)F)NC(O[C@@H](C(F)(F)C1=CC(=CC=C1)Cl)C1=CC=CC=C1)=O)=O)=O)=O (R)-2-(3-chlorophenyl)-2,2-difluoro-1-phenylethyl ((S)-1-(((S)-4-(cyclopropylamino)-3,4-dioxo-1-((S)-2-oxopyrrolidin-3-yl)butan-2-yl)amino)-5,5-difluoro-1-oxopentan-2-yl)carbamate